C(CC(C)C)N1CC2C3C(NC(CC31)C2)=O isopentyl-4-oxooctahydro-6H-3,6-methanopyrrolo[3,2-c]pyridine